CC1=CC2=C(N=C(S2)NC(CSC=2N(C(C3=C(N2)CCS3)=O)C3=C(C=CC=C3)OC)=O)C=C1 N-(6-Methyl-2-benzothiazolyl)-2-[(3,4,6,7-tetrahydro-3-(2-methoxyphenyl)-4-oxothieno[3,2-d]pyrimidin-2-yl)thio]-acetamid